C(C)N1C(=NC=2N(C(N(C(C12)=O)CC#C)=O)CCCCP(OCC)(OCC)=O)CCC1=C(C=CC=C1)I Diethyl (4-(7-ethyl-8-(2-iodophenethyl)-2,6-dioxo-1-(prop-2-yn-1-yl)-1,2,6,7-tetrahydro-3H-purin-3-yl)butyl)phosphonate